2-[(2S)-2-aminopropyl]-5-chloro-3-cyclopropyl-N-[(1,3-thiazol-2-yl)methyl]thieno[3,2-b]pyridin-7-amine N[C@H](CC1=C(C2=NC(=CC(=C2S1)NCC=1SC=CN1)Cl)C1CC1)C